CC(C(=O)O)(C)OCC1=NN(C(=C1)C1=CC(=CC=C1)OCC(C)C)C=1C=CC=C2C=NN(C12)C 2-methyl-2-([1-(1-methyl-1H-indazol-7-yl)-5-[3-(2-methylpropoxy)phenyl]-1H-pyrazol-3-yl]methoxy)propanoic acid